5-(azetidin-1-yl)-2-(piperazin-1-yl)pyrimidine N1(CCC1)C=1C=NC(=NC1)N1CCNCC1